N-[(3R)-1-[3-amino-7-(2-fluoro-6-methyl-phenyl)-5-isoquinolyl]pyrrolidin-3-yl]acetamide NC=1N=CC2=CC(=CC(=C2C1)N1C[C@@H](CC1)NC(C)=O)C1=C(C=CC=C1C)F